N-(1-methylcyclopropyl)-4-[5-(trifluoromethyl)-1,2,4-oxadiazol-3-yl]benzamide CC1(CC1)NC(C1=CC=C(C=C1)C1=NOC(=N1)C(F)(F)F)=O